5-acetamido-3-(4,4,5,5-tetramethyl-1,3,2-dioxaborolan-2-yl)-1H-pyrrolo[2,3-c]pyridine C(C)(=O)NC=1C=C2C(=CN1)NC=C2B2OC(C(O2)(C)C)(C)C